N-methyl-3-(2-((3-(tetrahydro-2H-pyran-4-yl)-2,3,4,5-tetrahydro-1H-benzo[d]azepin-7-yl)amino)quinazolin-8-yl)benzamide CNC(C1=CC(=CC=C1)C=1C=CC=C2C=NC(=NC12)NC1=CC2=C(CCN(CC2)C2CCOCC2)C=C1)=O